tert-Butyl (S)-6-diazo-5-oxo-2-(2-(quinuclidine-4-carboxamido)acetamido)hexanoate [N+](=[N-])=CC(CC[C@@H](C(=O)OC(C)(C)C)NC(CNC(=O)C12CCN(CC1)CC2)=O)=O